N,N'-dioctyl-3,3'-dithiodipropionamide C(CCCCCCC)NC(CCSSCCC(=O)NCCCCCCCC)=O